Tert-butyl (S)-4-((3R,4R)-4-((tert-butyldiphenylsilyl)oxy)-3-ethyltetrahydrofuran-3-yl)-3-methylpiperazine-1-carboxylate [Si](C1=CC=CC=C1)(C1=CC=CC=C1)(C(C)(C)C)O[C@@H]1[C@](COC1)(CC)N1[C@H](CN(CC1)C(=O)OC(C)(C)C)C